C(C1=CC=CC=C1)N1CC(CCC1)C1=CC=NC=2N1N=C(C2C2=CC(=NC=C2)C)C 7-(1-Benzylpiperidin-3-yl)-2-methyl-3-(2-methylpyridin-4-yl)pyrazolo[1,5-a]pyrimidine